C1(CC1)N1C=C(C(C2=CC(=C(C(=C12)C)C=1C=C(C(=NC1)N)C#N)F)=O)C(=O)O 1-Cyclopropyl-6-fluoro-1,4-dihydro-8-methyl-7-(2-amino-3-cyano-5-pyridyl)-4-oxo-3-quinoline-carboxylic acid